3-[4-[4-[(4S)-3,3-difluoro-4-piperidyl]piperazin-1-yl]-3-methyl-2-oxo-imidazo[4,5-c]pyridin-1-yl]piperidine-2,6-dione FC1(CNCC[C@@H]1N1CCN(CC1)C1=NC=CC2=C1N(C(N2C2C(NC(CC2)=O)=O)=O)C)F